CN1C=CC2=C1N=CC=1C=CC(=CC21)C2=CN=C(S2)C#CC2CCN(CC2)C(=O)OC(C)(C)C tert-butyl 4-((5-(3-methyl-3H-pyrrolo[2,3-c]isoquinolin-8-yl)thiazol-2-yl)ethynyl)piperidine-1-carboxylate